[C@H]12CSC[C@H](CC1)N2C(=O)OCC2=CC=CC=C2 benzyl (1R,5S)-3-thia-8-azabicyclo[3.2.1]octane-8-carboxylate